C([2H])([2H])([2H])C=1C(=NC=C(C1)N1CCN(CC1)CC=1C=C2NC(C=NC2=CC1)=O)C(=O)N (methyl-d3)-5-(4-((3-oxo-4H-quinoxalin-6-yl)methyl)piperazin-1-yl)pyridine-2-carboxamide